ClC=1C=NN(C1C1=NN2C(C(N(CC2)C)CC2=CC=C(C=C2)C=2N(C=C(N2)C(F)(F)F)CC)=C1)C(C)C 2-(4-chloro-1-isopropyl-1H-pyrazol-5-yl)-4-(4-(1-ethyl-4-(trifluoromethyl)-1H-imidazol-2-yl)benzyl)-5-methyl-4,5,6,7-tetrahydropyrazolo[1,5-a]pyrazine